ClC1=C(C=C(C=2C3=C(NC12)C(CNC(C3)=O)CC(C)(C)O)O)Cl 7,8-Dichloro-10-hydroxy-5-(2-hydroxy-2-methylpropyl)-3,4,5,6-tetrahydroazepino[4,5-b]indol-2(1H)-one